(2r,5s)-5-(7-chloroindolizine-2-amido)-2-{5-[2-(trifluoromethoxy)ethoxy]-1,3,4-oxadiazol-2-yl}piperidine-1-carboxylic acid tert-butyl ester C(C)(C)(C)OC(=O)N1[C@H](CC[C@@H](C1)NC(=O)C=1C=C2C=C(C=CN2C1)Cl)C=1OC(=NN1)OCCOC(F)(F)F